2-(4-chloro-2-fluorophenyl)-6-(2-nitrophenyl)-2,6-diazaspiro[3.4]octane ClC1=CC(=C(C=C1)N1CC2(C1)CN(CC2)C2=C(C=CC=C2)[N+](=O)[O-])F